FC=1C=C(N2C1C(NC1=C2N=CC(=C1)CO)=O)C 7-fluoro-3-(hydroxymethyl)-9-methylpyrido[3,2-e]pyrrolo[1,2-a]pyrazine-6(5H)-one